7-[6-chloro-5-[(1R)-1-(3,5-dichloro-4-pyridyl)ethoxy]-1H-indazol-3-yl]-1-methylsulfonyl-2,3-dihydro-pyrido[2,3-b][1,4]oxazine ClC1=C(C=C2C(=NNC2=C1)C1=CC2=C(OCCN2S(=O)(=O)C)N=C1)O[C@H](C)C1=C(C=NC=C1Cl)Cl